O=C(CC(C(=O)[O-])(C1=CC=CC=C1)C1=CC=CC=C1)C 4-oxo-2,2-diphenylpentanoate